C(#N)C1=CC=C(C=N1)C=1C=CC(=NC1)NC(CN1C=NC(=C1C)C1=CC(=NC=C1)C(F)(F)F)=O N-[5-(6-cyano-3-pyridyl)-2-pyridyl]-2-[5-methyl-4-[2-(trifluoromethyl)-4-pyridyl]imidazol-1-yl]acetamide